7-(8-methoxy-2-methyl-imidazo[1,2-b]pyridazin-6-yl)-2-[(3S,4S)-3-fluoro-4-piperidyl]thiazolo[3,2-a]pyrimidin-5-one COC=1C=2N(N=C(C1)C=1N=C3N(C(C1)=O)C=C(S3)[C@@H]3[C@@H](CNCC3)F)C=C(N2)C